[N+](=O)([O-])C1=CC=C(C(=O)NC(=S)N)C=C1 p-nitrobenzoyl-thiourea